CC=1C=C(C=CC1)C1=NN2C(NCC(C2)CO)=C1C=1C=CC(N(N1)C1=C(C=CC=C1)C)=O (-)-6-[2-(3-methylphenyl)-6-(hydroxymethyl)-4,5,6,7-tetrahydropyrazolo[1,5-a]pyrimidin-3-yl]-2-(2-methylphenyl)pyridazin-3(2H)-one